OC1=CC=C(C=C1)C=1C(=C(C=CC1C)C)C1=CC=C(C=C1)O Bis(4-hydroxyphenyl)-p-xylene